1-ethyl-1-((S)-2,2,2-trifluoro-1-(5-methoxy-4-(8-methoxyimidazo[1,2-a]pyrazin-6-yl)pyridin-2-yl)ethyl)-3-(1,1,1-trifluoro-3-(2-oxooxazolidin-3-yl)propan-2-yl)urea C(C)N(C(=O)NC(C(F)(F)F)CN1C(OCC1)=O)[C@H](C(F)(F)F)C1=NC=C(C(=C1)C=1N=C(C=2N(C1)C=CN2)OC)OC